C(C)OC(C1=CC(C(=O)OCC)=CC(C(=O)OCC)=C1)=O trimesic acid triethyl ester